C1(CCC1)[C@H]([C@@H](C)[C@H]1CC[C@H]2[C@@H]3CC[C@@H]4C[C@@](CC[C@@]4([C@H]3CC[C@]12C)C)(O)C(F)(F)F)O (3R,5R,8R,9S,10S,13S,14S,17R)-17-((1R,2S)-1-cyclobutyl-1-hydroxypropan-2-yl)-10,13-dimethyl-3-(trifluoromethyl)hexadecahydro-1H-cyclopenta[a]phenanthren-3-ol